N-(3-chlorobenzylidene)-2,3-dichloro-benzenamine ClC=1C=C(C=NC2=C(C(=CC=C2)Cl)Cl)C=CC1